ClC1=NC=2C(CCC(C2C=C1)NC(C=C)=O)OC1=CC=C(C=C1)C(F)(F)F N-[2-chloro-8-{4-(trifluoromethyl)phenoxy}-5,6,7,8-tetrahydroquinolin-5-yl]-acrylamide